FC=1C(=C(C=C(C1)F)C1CCN(CC1)C(=O)C1=NNC=2CN(CCC21)C(=O)[O-])C(F)(F)F 3-(4-(3,5-difluoro-2-(trifluoromethyl) phenyl) piperidine-1-carbonyl)-4,5-dihydro-1H-pyrazolo[3,4-c]Pyridine-6(7H)-carboxylate